C(C)(=O)C1=NN(C2=C(C=C(C=C12)C=1C=NC(=NC1)C)C)CC(=O)N1[C@@H]2C[C@@]2(C[C@H]1C(=O)NCCC=1C=NC=CC1)C (1R,3S,5R)-2-(2-(3-acetyl-7-methyl-5-(2-methylpyrimidin-5-yl)-1H-indazol-1-yl)acetyl)-5-methyl-N-(2-(pyridin-3-yl)ethyl)-2-azabicyclo[3.1.0]hexane-3-carboxamide